2,5-bis(difluoromethyl)-phenylacetic acid FC(C1=C(C=C(C=C1)C(F)F)CC(=O)O)F